5-[(2-fluoro-4-iodophenyl)amino]-6-({3-hydroxy-3-[(2S)-piperidin-2-yl]azetidin-1-yl}carbonyl)-2-methylpyridazin-3(2H)-one FC1=C(C=CC(=C1)I)NC1=CC(N(N=C1C(=O)N1CC(C1)([C@H]1NCCCC1)O)C)=O